ClC1=CC(=C(C(=O)OC)C=C1)I methyl 4-chloro-2-iodobenzoate